N-(4-(4-amino-7H-pyrrolo[2,3-d]pyrimidin-7-yl)benzyl)-2-benzyl-2H-tetrazol-5-carboxamide NC=1C2=C(N=CN1)N(C=C2)C2=CC=C(CNC(=O)C=1N=NN(N1)CC1=CC=CC=C1)C=C2